methyl (S)-2-(((benzyloxy)carbonyl)amino)-3-(3-bromo-2-hydroxyphenyl)propanoate C(C1=CC=CC=C1)OC(=O)N[C@H](C(=O)OC)CC1=C(C(=CC=C1)Br)O